CN(C=1C2=C(N=CN1)CN(CC2)C(=O)C=2N=C(C1=C(N2)OC(=C1)C)NC1(CC1)C)C [4-(dimethylamino)-5H,6H,7H,8H-pyrido[3,4-d]pyrimidine-7-carbonyl]-6-methyl-N-(1-methylcyclopropyl)furo[2,3-d]pyrimidin-4-amine